3-(4-(methylsulfonyl)benzyl)-6-phenyl-7H-[1,2,4]triazolo[3,4-b][1,3,4]thiadiazine CS(=O)(=O)C1=CC=C(CC2=NN=C3SCC(=NN32)C3=CC=CC=C3)C=C1